(±)-(1R,2R)-2-(((6-(5-((((2-Cyclopropylethoxy)carbonyl)amino)methyl)-1-methyl-1H-1,2,3-triazol-4-yl)-2-methylpyridin-3-yl)oxy)methyl)cyclobutanecarboxylic acid C1(CC1)CCOC(=O)NCC1=C(N=NN1C)C1=CC=C(C(=N1)C)OC[C@H]1[C@@H](CC1)C(=O)O |r|